F[C@H]1CN(CC[C@H]1O)C1=NC=CC(=N1)NC=1N=CC2=C(N=CC(=C2C1)C(C)C)N1[C@H](CC1)C (3S,4R)-3-fluoro-1-(4-((5-isopropyl-8-((S)-2-methylazetidin-1-yl)-2,7-naphthyridine-3-yl)amino)pyrimidin-2-yl)piperidin-4-ol